C(C(C)C)C1=CC=C(C=C1)C=1OC(=CC1)C1=CC=CC=C1 2-(4-isobutylphenyl)-5-phenylfuran